2-methylphenyl-dihydropyrimidine-2,4(1H,3H)-dione CC1=C(C=CC=C1)N1C(NC(CC1)=O)=O